C1(=CC=CC=C1)C1(C(C1)C(=O)OCCF)C1=CC=CC=C1 fluoroethyl 2,2-diphenylcyclopropanecarboxylate